2-(2,4-dimethoxyphenyl)-N-(7-(hydroxyamino)-7-oxoheptyl)imidazole-5-carboxamide COC1=C(C=CC(=C1)OC)C=1NC(=CN1)C(=O)NCCCCCCC(=O)NO